CN1CCN(CC1)C1=NC(=NC(=N1)N1N=CC=C1)N1N=CC=C1 2-(4-methylpiperazin-1-yl)-4,6-di(1H-pyrazol-1-yl)-1,3,5-triazine